C1(=CCCC2=CC=CC=C12)C1=C(SC=2N3C(COCC21)=NN=C3C)C 3-(3,4-dihydronaphthalen-1-yl)-2,9-dimethyl-4H,6H-thieno[2,3-e][1,2,4]triazolo[3,4-c][1,4]oxazepine